(S)-3-((4-amino-2-(5-amino-5,7-dihydrospiro[cyclopenta[b]pyridine-6,4'-piperidine]-1'-yl)-1-methyl-6-oxo-1,6-dihydropyrimidin-5-yl)thio)-2-chlorobenzonitrile NC=1N=C(N(C(C1SC=1C(=C(C#N)C=CC1)Cl)=O)C)N1CCC2(CC1)[C@@H](C=1C(=NC=CC1)C2)N